CC1(NCCNC1)C(C(=O)OCC)=C ethyl (2-methylpiperazin-2-yl)acrylate